2,3,4-tribromo-D-glucose Br[C@@](C=O)(O)[C@@](O)([C@](O)([C@H](O)CO)Br)Br